N[C@H](C)CC1=CC=CC=C1 (R)-Amphetamine